dibenzyldiethyl-diaminotriphenylmethanol C(C1=CC=CC=C1)C=1C(=C(C=CC1)C(O)(C1=C(C(=C(C(=C1)CC)CC)N)N)C1=CC=CC=C1)CC1=CC=CC=C1